ClC=1C(=C(C=CC1F)C(=O)[C@@H]1C[C@H](C1)C(F)F)F (3-chloro-2,4-difluorophenyl)(trans-3-(difluoromethyl)cyclobutyl)methanone